2-fluoro-3''-methoxy-3-nitro-[1,1':2',1'':2'',1''':3''',1''''-quinquephenyl]-2'''-amine FC1=C(C=CC=C1[N+](=O)[O-])C=1C(=CC=CC1)C=1C(=C(C=CC1)OC)C1=C(C(=CC=C1)C1=CC=CC=C1)N